C1=C(C=CC=2C3=CC=CC=C3NC12)CC(=O)NCC1=C(C=CC=C1)C1=CC(=CC=C1)F 2-(9H-carbazol-2-yl)-N-((3'-fluoro-[1,1'-biphenyl]-2-yl)methyl)acetamide